C1=C2C(=CC=N1)C=CC=C2 benzo[d]pyridine